tert-butyl (2-(2-methyl-6H-oxazolo[4,5-e]indol-8-yl)ethyl)carbamate CC=1OC=2C(=C3C(=CNC3=CC2)CCNC(OC(C)(C)C)=O)N1